2,6-dioctadecylpyridine C(CCCCCCCCCCCCCCCCC)C1=NC(=CC=C1)CCCCCCCCCCCCCCCCCC